CC(COC1C(CCCC1)CN)C [2-(2-methylpropyloxy)cyclohexane-1-yl]methylamine